ClC1=CC=C(C=C1)C(C(=O)OCC)=O 1-Ethyl 2-(4-chlorophenyl)-2-oxo-acetate